nickel (1-methylheptyl) (2-ethylhexyl) phosphonate P(OC(CCCCCC)C)(OCC(CCCC)CC)=O.[Ni]